8-methylquinoline-5-carbaldehyde CC1=CC=C(C=2C=CC=NC12)C=O